ClC1=C(C=C2C(=NC=NC2=C1)N1CCN(CC1)C(C=C)=O)C=1C=NC=CC1 1-(4-(7-chloro-6-(pyridin-3-yl)quinazolin-4-yl)piperazin-1-yl)prop-2-en-1-one